(2S,4S)-4-fluoro-1-[2-[4-[(6-methyl-4-quinolyl)oxy]-1-piperidyl]acetyl]pyrrolidine-2-carbonitrile F[C@H]1C[C@H](N(C1)C(CN1CCC(CC1)OC1=CC=NC2=CC=C(C=C12)C)=O)C#N